C(C)(C)(C)OC(NC1CCC(CC1)O)=O ((1s,4s)-4-Hydroxycyclohexyl)carbamic acid tert-butyl ester